((1-cyclopropyl-3-(4,4-difluorocyclohexyl)-1H-pyrazol-4-yl)oxy)-N-(2-morpholinopyridin-4-yl)pyridin-2-amine C1(CC1)N1N=C(C(=C1)OC=1C(=NC=CC1)NC1=CC(=NC=C1)N1CCOCC1)C1CCC(CC1)(F)F